3,6-difluoro-4-morpholinobenzene-1,2-diamine FC1=C(C(=C(C=C1N1CCOCC1)F)N)N